COC1=C(C(=CC=C1)OC)P(N1C2=CC=CC=C2C=2C=CC=CC12)C1=C(C=CC=C1OC)OC (Z)-N-(bis(2,6-dimethoxyphenyl)phosphino)-9H-carbazole